citric acid sodium L(+)-tartrate C(=O)([O-])[C@H](O)[C@@H](O)C(=O)[O-].[Na+].C(CC(O)(C(=O)O)CC(=O)O)(=O)O.[Na+]